C(C)(C)(C)OC(CCN(CCCN(CC)C(C=C)=O)C(C=C)=O)=O 3-{acryloyl-[3-(acryloyl-ethyl-amino)-propyl]-amino}-propionic acid tert-butyl ester